(S)-3-(6-(3-chlorophenyl)-4-((3-(trifluoromethyl)phenyl)sulfonyl)-3,4-dihydro-2H-benzo[b][1,4]-oxazin-2-yl)-1-morpholino-propan-1-one ClC=1C=C(C=CC1)C1=CC2=C(O[C@H](CN2S(=O)(=O)C2=CC(=CC=C2)C(F)(F)F)CCC(=O)N2CCOCC2)C=C1